4-Amino-1-(3-aminophenyl)-7-bromo-2-oxo-1,2-dihydroquinoline-3-carboxylic acid methyl ester COC(=O)C=1C(N(C2=CC(=CC=C2C1N)Br)C1=CC(=CC=C1)N)=O